ClC=1C=C2C(=C(C(NC2=CC1)=O)C(\C=C\C1=CC=C(C=C1)C)=O)C (E)-6-chloro-4-methyl-3-(3-(p-tolyl)acryloyl)quinolin-2(1H)-one